C(#N)C1=CC(=C2C(N(C(C2=C1)=O)[C@@H](CS(=O)(=O)C)C1=NC(=C(C=C1)OC)OCC)=O)NC(C)=O (R)-N-(6-cyano-2-(1-(6-ethoxy-5-methoxypyridin-2-yl)-2-(methylsulfonyl)ethyl)-1,3-dioxoisoindolin-4-yl)acetamide